6-Fluoro-7-methyl-2,3-bis((1-methyltetrazol-5-yl)thio)quinoxaline FC=1C=C2N=C(C(=NC2=CC1C)SC1=NN=NN1C)SC1=NN=NN1C